(S)-2-amino-3,3,3-trifluoro-2-methylpropan-1-ol N[C@@](CO)(C(F)(F)F)C